THYMIDINE TRIPHOSPHATE P(O)(=O)(OP(=O)(O)OP(=O)(O)O)OC[C@@H]1[C@H](C[C@@H](O1)N1C(=O)NC(=O)C(C)=C1)O